(1R,2R,3aS,10aR)-1-[(1E,3ξ,4ξ)-4-(2-chloro-4-fluorophenyl)-3-hydroxy-1-penten-1-yl]-5-fluoro-2-hydroxy-2,3,3a,9,10,10a-hexahydro-1H-benzo[b]cyclopenta[f]oxepin-6-carboxylic acid ClC1=C(C=CC(=C1)F)C(C(/C=C/[C@H]1[C@@H](C[C@H]2[C@@H]1CCC1=C(O2)C(=C(C=C1)C(=O)O)F)O)O)C